FC=1C=C(C=CC1F)N1C(CCC[C@H]1C1=NC2=C(N1C=1SC=C(N1)C1=CC=C(C=C1)CO)C=CC(=C2)C=2C(=NOC2C)C)=O (S)-1-(3,4-difluorophenyl)-6-(5-(3,5-dimethylisoxazol-4-yl)-1-(4-(4-(hydroxymethyl)phenyl)thiazol-2-yl)-1H-benzo[d]imidazol-2-yl)piperidin-2-one